(S)-N-(1-(7-Fluoro-2-hydroxyquinolin-4-yl)cyclopropyl)-2-methyl-5-((1-methylazetidin-2-yl)methoxy)benzamide FC1=CC=C2C(=CC(=NC2=C1)O)C1(CC1)NC(C1=C(C=CC(=C1)OC[C@H]1N(CC1)C)C)=O